COC1=CC=C(C=C1)N1CCCN(S1(=O)=O)CC(=O)NC1C2CC3(CC(CC1C3)C2)C(=O)N 4-(2-(6-(4-methoxyphenyl)-1,1-dioxido-1,2,6-thiadiazinan-2-yl)acetamido)adamantane-1-carboxamide